(4-ethynylphenyl)(morpholinyl)methanone C(#C)C1=CC=C(C=C1)C(=O)N1CCOCC1